ClC(C[SiH2]CCC1=CC=C(C=C1)CC[SiH2]CC(Cl)(Cl)Cl)(Cl)Cl 1,4-bis(trichloroethylsilylethyl)benzene